C(#N)C1=CC(=C(COC2=CC=CC(=N2)N2CCN(CC2)CC2=NC3=C(N2C[C@H]2OCC2)C=C(C=C3)C(=O)O)C=C1)F 2-[(4-{6-[(4-cyano-2-fluorobenzyl)oxy]pyridin-2-yl}piperazin-1-yl)methyl]-1-[(2S)-oxetan-2-ylmethyl]-1H-benzimidazole-6-carboxylic acid